C(O[C@H]1[C@@H](CC[C@H](C1)C)C(C)C)(OCC1=CC=C(C=C1)OC1OCCCC1)=O (1r,2s,5r)-2-isopropyl-5-methylcyclohexyl (4-((tetrahydro-2H-pyran-2-yl) oxy) benzyl) carbonate